C(=O)(OCC1C2=CC=CC=C2C2=CC=CC=C12)N[C@H](CCC1=CC=CC=C1)C(=O)O Fmoc-D-Homophenylalanine